(S)-4-(2-chloro-4-(2-phenylpiperazin-1-yl)quinazolin-6-yl)-3,5-dimethylisoxazole ClC1=NC2=CC=C(C=C2C(=N1)N1[C@H](CNCC1)C1=CC=CC=C1)C=1C(=NOC1C)C